t-1-(tert-butoxycarbonyl)-4-(4-chloro-3,5-difluoro-1H-indole-2-carbonyl)piperazine-2-carboxylic acid C(C)(C)(C)OC(=O)N1C(CN(CC1)C(=O)C=1NC2=CC=C(C(=C2C1F)Cl)F)C(=O)O